(S)-4-(3-(1-acetylpyrrolidin-2-yl)-8-aminoimidazo[1,5-a]pyrazin-1-yl)-N-(pyridin-2-yl)benzamide C(C)(=O)N1[C@@H](CCC1)C1=NC(=C2N1C=CN=C2N)C2=CC=C(C(=O)NC1=NC=CC=C1)C=C2